C(C1=CC=CC=C1)(C1=CC=CC=C1)N1CC(N(CC1)CC=1C=C2C(N(C(C2=CC1)=O)N1C(NC(CC1)=O)=O)=O)C(F)(F)F 5-((4-Benzhydryl-2-(trifluoromethyl)piperazin-1-yl)methyl)-2-(2,4-dioxotetrahydropyrimidin-1(2H)-yl)isoindoline-1,3-dione